O=C1NC(CCC1N1C(C2=CC=C(C=C2C1=O)N1CCC(CC1)COS(=O)(=O)C1=CC=C(C=C1)C)=O)=O [1-[2-(2,6-dioxo-3-piperidyl)-1,3-dioxo-isoindolin-5-yl]-4-piperidyl]methyl-4-methylbenzenesulfonate